CC=1SC(=CC1C(C)=O)C 1-(2,5-dimethylthiophen-3-yl)ethan-1-one